C(CCC)SC1=NC(=CC(=N1)O)C(F)(F)F (n-butylsulfanyl)-4-hydroxy-6-(trifluoromethyl)pyrimidine